ClC1=NC(=CC(=C1)C=1C(=NN2C1N=C(C=C2)C(=O)NC(CO)(C)C)C2=CC(=CC=C2)C#N)C 3-(2-chloro-6-methyl-4-pyridyl)-2-(3-cyanophenyl)-N-(2-hydroxy-1,1-dimethyl-ethyl)pyrazolo[1,5-a]pyrimidine-5-carboxamide